CC1=C(C(=C(C1([Hf]C1(C=CC2=CC=3CC(CC3C=C12)(C)C)CCCCCC)C)C)C)C pentamethylcyclopentadienyl(1-n-hexyl-6,6-dimethyl-1,5,6,7-tetrahydro-s-indacenyl)hafnium